C(C1=CC=CC=C1)(=O)OC(C)CC(CC(C)C)OC(C1=CC=CC=C1)=O 6-methyl-2,4-heptanediol dibenzoate